Hexane-3,6-dicarboxylic acid 3-benzyl 6-ethyl ester C(C)OC(=O)CCCC(CC)C(=O)OCC1=CC=CC=C1